C(=O)C1=CC(=C(OCC2=CC=C(C(=O)N(C)C)C=C2)C=C1)OC(F)(F)F 4-((4-Formyl-2-(tri-fluoromethoxy)phenoxy)methyl)-N,N-dimethylbenzamide